ClCCC[SiH](OCCCC)OCCCC chloropropyl-dibutoxysilane